C(C1=CC=CC=C1)C1(CC(=NO1)CNC(C1=CC(=CC=C1)C#N)=O)C(=O)OC methyl 5-benzyl-3-((3-cyanobenzamido)methyl)-4,5-dihydroisoxazole-5-carboxylate